N-[3-(methoxydimethylsilyl)propyl]guanidine CO[Si](CCCNC(=N)N)(C)C